tert-butyl 4-[1-(2,6-dioxo-3-piperidyl)-2-oxo-benzo[cd]indol-6-yl]piperidine-1-carboxylate O=C1NC(CCC1N1C(C2=C3C(C(=CC=C13)C1CCN(CC1)C(=O)OC(C)(C)C)=CC=C2)=O)=O